C(C1=CC=CC=C1)OC1=NC(=CC=C1C1=CC(=C(C=C1)N1CC([C@H](CC1)N1CCN(CC1)C1=C(C(=C(C=C1)Cl)F)F)(F)F)F)OCC1=CC=CC=C1 (S)-1-(1-(4-(2,6-bis(benzyloxy)pyridin-3-yl)-2-fluorophenyl)-3,3-difluoropiperidin-4-yl)-4-(4-chloro-2,3-difluorophenyl)piperazine